F[I+]F difluoroiodonium